[6-[[1-(2,2,2-trifluoroethyl)triazol-4-yl]methyl]-2,6-diazaspiro[3.3]heptan-2-yl]-[6-[3-(trifluoromethyl)-1,2,4-triazol-1-yl]-2-azaspiro[3.3]heptan-2-yl]methanone FC(CN1N=NC(=C1)CN1CC2(CN(C2)C(=O)N2CC3(C2)CC(C3)N3N=C(N=C3)C(F)(F)F)C1)(F)F